C(C)(=O)C=1C(=CC2=C(OCO2)C1)NC(CC1CN(CCC1)C(=O)C=1OC=CC1)=O N-(6-acetylbenzo[d][1,3]dioxol-5-yl)-2-(1-(furan-2-carbonyl)piperidin-3-yl)acetamide